2,6-bis(3'-(9H-carbazol-9-yl)-2'-methoxy-4,5'-dimethyl-[1,1'-biphenyl]-2-yl)pyridine C1=CC=CC=2C3=CC=CC=C3N(C12)C=1C(=C(C=C(C1)C)C1=C(C=C(C=C1)C)C1=NC(=CC=C1)C1=C(C=CC(=C1)C)C1=C(C(=CC(=C1)C)N1C2=CC=CC=C2C=2C=CC=CC12)OC)OC